CC1=C(C(=CC=C1)C)NS(=O)(=O)C=1C=C(C=NC1OC)NC(=O)C1=CSC2=C1CNCC2 N-(5-(N-(2,6-dimethylphenyl)sulfamoyl)-6-methoxypyridin-3-yl)-4,5,6,7-tetrahydrothieno[3,2-c]pyridine-3-carboxamide